CC=1C(C=C(C(C1)=O)C(CC)(CC)C)=O 2-methyl-5-(3-methylpentan-3-yl)cyclohexa-2,5-diene-1,4-dione